[N+](=O)([O-])C1=C(C=CC(=C1)O)O 2-nitrobenzene-1,4-diol